{4-fluoro-2-methylindol-5-yloxy}-6-methoxy-7-(3-pyrrolidin-1-ylpropoxy)quinazoline FC1=C2C=C(NC2=CC=C1OC1=NC2=CC(=C(C=C2C=N1)OC)OCCCN1CCCC1)C